NC1C(N(C2=C(C(C1)(F)F)C=C(C(=C2)C=2OC(=NN2)C21CNCC(C2)C1)F)CC1=CC=C(C=C1)C1=NC=C(C=C1)C(F)(F)F)=O 3-amino-8-[5-(3-azabicyclo[3.1.1]heptan-1-yl)-1,3,4-oxadiazol-2-yl]-5,5,7-trifluoro-1-[[4-[5-(trifluoromethyl)-2-pyridyl]phenyl]methyl]-3,4-dihydro-1-benzazepin-2-one